P(OC1CN(CCC1)C1=NC2=C(C(=CC=C2C(=C1)N1C=NC=C1)Cl)Cl)(O)=O 1-(7,8-dichloro-4-(1H-imidazol-1-yl)quinolin-2-yl)piperidin-3-yl hydrogen phosphonate